ClC1=C(C(=CC=C1)Cl)C=O 2,6-dichlorobenzeneFormaldehyde